6-((2-(dimethylamino)ethyl)(methyl)-amino)-4-ethylpyridine-3,5-dicarbonitrile CN(CCN(C1=C(C(=C(C=N1)C#N)CC)C#N)C)C